FC=1C=C(CSC=2N(C(C=3C(N2)=NN(C3)C3COC3)=O)C3=C(C=CC=C3)C)C=CC1 6-((3-fluorobenzyl)thio)-2-(oxetan-3-yl)-5-(o-tolyl)-2H-pyrazolo[3,4-d]pyrimidin-4(5H)-one